ethanon C(C)=O